4,4-difluorocyclohexyl ketone FC1(CCC(CC1)C(=O)C1CCC(CC1)(F)F)F